3-((4-amino-2,2-dioxido-1H-2,1,3-benzothiadiazin-5-yl)oxy)-2,2-dimethyl-N-propylpropionamide NC1=NS(NC2=C1C(=CC=C2)OCC(C(=O)NCCC)(C)C)(=O)=O